C(CCCCCCCCCCCCCCC)C1=C(C(=C(C(=C1S(=O)(=O)O)C)C)C)C hexadecyl-trimethyl-p-methylbenzenesulfonic acid